CC=1C(=NN(C1)CCC[Si](C)(C)C)C(=O)O.COC(=O)C1=NN(C=C1)COCC[Si](C)(C)C 1-(2-Trimethylsilylethoxymethyl)pyrazole-3-carboxylic acid Methyl ester (Methyl 1-(2-trimethylsilylethylmethyl) pyrazole-3-carboxylate)